cobalt-iron phosphate P(=O)([O-])([O-])[O-].[Fe+2].[Co+2]